C(C1=CC=CC=C1)OC(=O)N[C@@H](C(C1CC1)C1CC1)C=1N=C2N(N=C(C=C2)CC2(C(N[C@@H](C2)C(F)(F)F)=O)C(=O)OC)C1 methyl (5S)-3-((2-((S)-1-(((benzyloxy)carbonyl)amino)-2,2-dicyclopropylethyl)imidazo[1,2-b]pyridazin-6-yl)methyl)-2-oxo-5-(trifluoromethyl)pyrrolidine-3-carboxylate